N-(3-(1,1-difluoroethyl)phenyl)-1-(4-(difluoromethoxy)-3-(oxazol-4-yl)phenyl)-3-methyl-1H-pyrazole-4-carboxamide FC(C)(F)C=1C=C(C=CC1)NC(=O)C=1C(=NN(C1)C1=CC(=C(C=C1)OC(F)F)C=1N=COC1)C